N-(2-((2-((5-amino-4-((2-(dimethylamino)ethyl)(methyl)amino)-2-methoxyphenyl)amino)-5-chloropyrimidin-4-yl)amino)phenyl)methanesulfonamide NC=1C(=CC(=C(C1)NC1=NC=C(C(=N1)NC1=C(C=CC=C1)NS(=O)(=O)C)Cl)OC)N(C)CCN(C)C